C(C)(=O)OC1(CCC(CC1)(C)C)CCC1OCCO1 1-(2-(1,3-dioxolan-2-yl) ethyl)-4,4-dimethylcyclohexyl acetate